The molecule is a secondary alcohol, a secondary alpha-hydroxy ketone and a tetrahydropterin. It has a role as a mouse metabolite and a human metabolite. CC(C(=O)C1CNC2=C(N1)C(=O)NC(=N2)N)O